Cl.NC1CCC(CC1)N1C[C@H](CC1)NC(=O)C=1NC2=CC(=CC=C2C1)C1=CC=C(C=C1)F (S)-N-(1-(4-aminocyclohexyl)pyrrolidin-3-yl)-6-(4-fluorophenyl)-1H-indole-2-carboxamide hydrogen chloride salt